ClC1C(CC(C1)(C)C)=O 2-chloro-4,4-dimethylcyclopentanone